ClC=1C(=CC2=C(NC=N2)C1)SCC1=CC=C(C=C1)C 6-Chloro-5-(4-methyl-benzylsulfanyl)-1H-benzoimidazol